sodium 1,4-butanedisulfonate C(CCCS(=O)(=O)[O-])S(=O)(=O)[O-].[Na+].[Na+]